C(C)(C)(C)OC(CC(C=1OC=C(N1)CCCC1=NC=2NCCCC2C=C1)C1=CC(=C(C=C1)OC)F)=O 3-(3-fluoro-4-methoxyphenyl)-3-(4-(3-(5,6,7,8-tetrahydro-1,8-naphthyridin-2-yl)propyl)-oxazol-2-yl)propionic acid tert-butyl ester